6-(2-(4-hydroxy-1,2,5-thiadiazol-3-yl)ethyl)-2,2-dimethyl-4H-1,3-dioxin-4-one OC=1C(=NSN1)CCC1=CC(OC(O1)(C)C)=O